N1=CC(=C2N1C=CC=N2)C(=O)NC=2C=NNC2 4-(pyrazolo[1,5-a]pyrimidine-3-carbonylamino)pyrazol